C(C(C)C)(=O)OCCCCCCCC octyl isobutyrate